3-(4-((17-azido-3,6,9,12,15-pentaoxaheptadecyl)amino)-1-oxoisoindolin-2-yl)piperidine-2,6-dione [1,3]oxazin-6-yl-trifluoromethanesulfonate O1CN=CC=C1OS(=O)(=O)C(F)(F)F.N(=[N+]=[N-])CCOCCOCCOCCOCCOCCNC1=C2CN(C(C2=CC=C1)=O)C1C(NC(CC1)=O)=O